(2r,5s)-5-[2-(4-chloro-3-fluorophenoxy)acetamido]-2-{[(1s,4s)-4-(trifluoromethoxy)cyclohexyl]carbamoyl}piperidine-1-carboxylic acid tert-butyl ester C(C)(C)(C)OC(=O)N1[C@H](CC[C@@H](C1)NC(COC1=CC(=C(C=C1)Cl)F)=O)C(NC1CCC(CC1)OC(F)(F)F)=O